6-ethynyl-uridine C(#C)C1=CC(NC(N1[C@H]1[C@H](O)[C@H](O)[C@@H](CO)O1)=O)=O